ClC1=CC(=C(CN[C@H](C)C2CCC(CC2)C2=CC=NC3=CC=C(C=C23)F)C=C1)[N+](=O)[O-] (R)-N-(4-chloro-2-nitrobenzyl)-1-((1s,4s)-4-(6-fluoroquinolin-4-yl)cyclohexyl)ethane-1-amine